O1C[C@@H](OC2=NC=CC=C21)C2=CC=C(CNCCNC(C)=O)C=C2 N-[2-({4-[(3S)-2,3-dihydro[1,4]dioxino[2,3-b]pyridin-3-yl]benzyl}amino)ethyl]acetamide